C(C1=CC=CC=C1)OC=1C=C(CBr)C=C(C1C(C)C)OCC1=CC=CC=C1 3,5-dibenzyloxy-4-isopropyl-benzyl bromide